9-fluoro-1,3,4,5-tetrahydro-2H-benzo[b]azepin-2-one FC1=CC=CC2=C1NC(CCC2)=O